C(C)(=O)C1=NOC(=C1)C(=O)NCC=1SC(=NN1)C1=CC=CC=C1 3-acetyl-N-((5-phenyl-1,3,4-thiadiazol-2-yl)methyl)isoxazole-5-carboxamide